Ethyl 2-{[(tert-butoxy) carbonyl] (methyl) amino}-5-[(2S)-3-[(tert-butyldiphenylsilyl) oxy]-2-methylpropyl]-1,3-thiazole-4-carboxylate C(C)(C)(C)OC(=O)N(C=1SC(=C(N1)C(=O)OCC)C[C@@H](CO[Si](C1=CC=CC=C1)(C1=CC=CC=C1)C(C)(C)C)C)C